4-ethyltetrahydro-2H-pyran C(C)C1CCOCC1